6-(1-fluorocyclohexyl)pyridine FC1(CCCCC1)C1=CC=CC=N1